(R)-tert-butyl 3-((S)-1-(tert-butoxy)-3-(3-((1,3-dioxoisoindolin-2-yl)methyl)-2-fluorophenyl)-1-oxopropan-2-yl)pyrrolidine-1-carboxylate C(C)(C)(C)OC([C@@H](CC1=C(C(=CC=C1)CN1C(C2=CC=CC=C2C1=O)=O)F)[C@@H]1CN(CC1)C(=O)OC(C)(C)C)=O